C(C)(=O)OCCCCCCC=CC=CCC dodeca-7,9-dien-1-yl acetate